C(C)(C)(C)OC(=O)N1CC(CCC1)(O)C1=CC(=CC=C1)C(F)(F)F N-tert-butyloxycarbonyl-3-(3-trifluoromethylphenyl)piperidin-3-ol